OC1=C(C=CC(=C1)O)\C=C\C1=CC(=CC(=C1)O)O 2,3',4,5'-tetrahydroxy-trans-stilbene